COC1=CC=C(CN2CCN(CC2)C(=O)C2=C(C=CC=C2)C(C)=O)C=C1 1-(2-(4-(4-methoxybenzyl)piperazine-1-carbonyl)phenyl)ethanone